FC1=CC=C(C=C1)C(CNC)NC1=NC=C(C=N1)C#N 2-((1-(4-fluorophenyl)-2-(methylamino)ethyl)amino)pyrimidine-5-carbonitrile